6'-[3-(3-phenylpropionylamino)propoxy]-2',3'-dihydrospiro[cyclohexane-1,1'-indene]-4-carboxylic acid methyl ester COC(=O)C1CCC2(CCC3=CC=C(C=C23)OCCCNC(CCC2=CC=CC=C2)=O)CC1